2-chloro-5-(4-chloro-2-ethyl-2H-indazol-5-yl)-7-((2-(trimethylsilyl)ethoxy)methyl)-3,7-dihydro-4H-pyrrolo[2,3-d]pyrimidine ClC=1NCC2=C(N1)N(C=C2C2=C(C1=CN(N=C1C=C2)CC)Cl)COCC[Si](C)(C)C